NC=1SC2=C(C1C#N)C1(CCC2)CN(C1)C1=NC(=NC(=C1)N1C[C@](CCC1)(C)O)OC[C@]1(NCCC1)C 2'-Amino-1-(6-[(3R)-3-hydroxy-3-methylpiperidin-1-yl]-2-{[(2S)-2-methylpyrrolidin-2-yl]methoxy}pyrimidin-4-yl)-6',7'-dihydro-5'H-spiro[azetidine-3,4'-[1]benzothiophene]-3'-carbonitrile